2-(3-((R)-1-(((R)-((R)-8-cyano-1,2,3,4-tetrahydroquinoxalin-2-yl)(3-fluorophenyl)methyl)amino)propan-2-yl)phenyl)acetic acid C(#N)C=1C=CC=C2NC[C@@H](NC12)[C@@H](C1=CC(=CC=C1)F)NC[C@H](C)C=1C=C(C=CC1)CC(=O)O